IC(C(=O)C)I 1,1-diiodoacetone